N-(3-bromo-4-fluorophenyl)-N'-hydroxy-4-((2-(3-methyl-6-oxopyridazin-1(6H)-yl)ethyl)amino)-1,2,5-oxadiazole-3-carboxamidine BrC=1C=C(C=CC1F)NC(=NO)C1=NON=C1NCCN1N=C(C=CC1=O)C